2-benzamido-4-[methyl-[2-[2-(5,6,7,8-tetrahydro-1,8-naphthyridin-2-yl)ethyl]cyclopropyl]amino]butanoic acid C(C1=CC=CC=C1)(=O)NC(C(=O)O)CCN(C1C(C1)CCC1=NC=2NCCCC2C=C1)C